NC1=NC2=CC=C(C(=C2C(=N1)N)CC)CNC1=CC=C(C(=O)N[C@@H](CC(=O)O)C(=O)O)C=C1 N-[4-[[(2,4-diamino-5-ethyl-6-quinazolinyl)methyl]amino]benzoyl]-L-aspartic acid